C(C)(=O)O[C@@H]1CC[C@H](CC1)OC1CCN(CC1)C(=O)OCC1=CC=CC=C1 Benzyl 4-(((trans)-4-acetoxycyclohexyl)oxy)piperidine-1-carboxylate